4-cyclopropoxy-N-(4-((5,7-dimethoxy-1,6-naphthyridin-4-yl)oxy)-3,5-difluorophenyl)nicotinamide C1(CC1)OC1=CC=NC=C1C(=O)NC1=CC(=C(C(=C1)F)OC1=CC=NC2=CC(=NC(=C12)OC)OC)F